C(#N)C=1C=C(CN2N=C(N=C2)C(=O)OC)C=CC1 methyl 1-(3-cyanobenzyl)-1H-1,2,4-triazole-3-carboxylate